FC(C1=C(C=NN1C=1C=2N(C(=CC1)C(=O)N)N=CC2)C(NC2=CC(=NC=C2)C(F)(F)F)=O)(F)F 4-(5-(trifluoromethyl)-4-((2-(trifluoromethyl)pyridin-4-yl)carbamoyl)-1H-pyrazol-1-yl)pyrazolo[1,5-a]Pyridine-7-carboxamide